The molecule is a member of the class of sulfamides that is N,N-dimethylsulfuric diamide substituted by a 4-methylphenyl group at the amino nitrogen atom. It is a metabolite of the agrochemical tolylfluanid. It has a role as a marine xenobiotic metabolite. CC1=CC=C(C=C1)NS(=O)(=O)N(C)C